N-(3-(2,2-dimethylbut-1-yloxy)propyl)-3-(pyrrolidinyl)propan-1-amine CC(COCCCNCCCN1CCCC1)(CC)C